FC(C=1C=C(C=CC1)C1CC1)(F)F 1-(3-(trifluoromethyl)phenyl)cyclopropane